CC1=C(C(=O)P(C2=C(C=C(C=C2)OCCCC)OCCCC)(C(C2=C(C=C(C=C2C)C)C)=O)=O)C(=CC(=C1)C)C bis(2,4,6-trimethylbenzoyl)-2,4-di-n-butoxyphenylphosphine oxide